1-(2-chloropyrimidin-4-yl)-3,3-dimethyl-pyrrolidin-2-one ClC1=NC=CC(=N1)N1C(C(CC1)(C)C)=O